C[Si](C1=CC=C(C=C1)C=1C(C2=CC=CC=C2C1)=O)(C)C 2-(4-trimethylsilylphenyl)-1-indenone